2-(4-methyl-3-pentenyl)-6-chloro-9-methacryloyloxy-10-phenoxy-1,2,3,4-tetrahydroanthracene CC(=CCCC1CC2=C(C3=CC=C(C=C3C(=C2CC1)OC1=CC=CC=C1)Cl)OC(C(=C)C)=O)C